(3-(3-Acrylamidobenzamido)phenyl)(5-chloro-3-isopropylpyrazolo[1,5-a]pyrimidin-7-yl)carbamic acid C(C=C)(=O)NC=1C=C(C(=O)NC=2C=C(C=CC2)N(C(O)=O)C2=CC(=NC=3N2N=CC3C(C)C)Cl)C=CC1